3-[4-amino-5-(trifluoromethyl)pyrrolo[2,1-f][1,2,4]triazin-7-yl]-N-[(3R,4S)-1-(3,3-difluorocyclobutanecarbonyl)-4-fluoropyrrolidin-3-yl]-6-ethyl-2-fluorobenzamide NC1=NC=NN2C1=C(C=C2C=2C(=C(C(=O)N[C@@H]1CN(C[C@@H]1F)C(=O)C1CC(C1)(F)F)C(=CC2)CC)F)C(F)(F)F